oxoethylene methacrylate C(C(=C)C)(=O)O.O=C=C